6-bromo-1-methylpyrimidin-2(1H)-one BrC1=CC=NC(N1C)=O